4-hydroxy-N-((S)-1-(4-(thiazol-5-yl)phenyl)ethyl)pyrrolidine-2-carboxamide dilithium [Li].[Li].OC1CC(NC1)C(=O)N[C@@H](C)C1=CC=C(C=C1)C1=CN=CS1